1,1'-(3,5,3',5'-tetraethyl[1,1'-biphenyl]-4,4'-diyl)bis{7-amino-4-hydroxy-3-[(E)-diazenyl]naphthalene-2-sulfonic acid} C(C)C=1C=C(C=C(C1C1=C(C(=C(C2=CC=C(C=C12)N)O)\N=N\[H])S(=O)(=O)O)CC)C1=CC(=C(C(=C1)CC)C1=C(C(=C(C2=CC=C(C=C12)N)O)\N=N\[H])S(=O)(=O)O)CC